FC1=CC=C(C=C1)C=1N=CNC1C1=CC=C(C=C1)F 4,5-bis(4'-fluorophenyl)imidazole